COC1=NC=CC=C1C1=CC=2C(=CN=C(C2)C2(CC2)C(=O)N)N1C [2-(2-methoxypyridin-3-yl)-1-methylpyrrolo[2,3-c]pyridin-5-yl]cyclopropanecarboxamide